C1(=CC=CC=C1)C(N1[C@H]([C@@H](C1)[C@H](C(=O)OC)S(=O)(=O)C)C)C1=CC=CC=C1 Methyl (R)-2-((2S,3R)-1-diphenylmethyl-2-methylazetidin-3-yl)-2-(methanesulfonyl)acetate